4-[[tert-butyl(diphenyl)silyl]oxymethyl]-N-(5-cyclopentyl-3-fluoro-2-pyridyl)-2-(1-methyltetrazol-5-yl)sulfanyl-5-nitro-benzamide [Si](C1=CC=CC=C1)(C1=CC=CC=C1)(C(C)(C)C)OCC1=CC(=C(C(=O)NC2=NC=C(C=C2F)C2CCCC2)C=C1[N+](=O)[O-])SC1=NN=NN1C